2-hydroxy-2-methylpropanamide trifluoroacetate FC(C(=O)O)(F)F.OC(C(=O)N)(C)C